3-methylbenzo[d]isothiazol-5-amine CC1=NSC2=C1C=C(C=C2)N